C(C)(=O)C1=C(C2=C(N=C(N=C2)NC2=NC=C(C=C2)C2CCN(CC2)C2=NC=C(C=C2)CO[Si](C)(C)C(C)(C)C)N(C1=O)C1CCCC1)C 6-acetyl-2-((5-(1-(5-(((tert-butyldimethylsilyl)oxy)methyl)pyridin-2-yl)piperidin-4-yl)pyridin-2-yl)amino)-8-cyclopentyl-5-methylpyrido[2,3-d]pyrimidin-7(8H)-one